CC1=NN2C(C(=CC(=C2)CC2CCC(CC2)(C)C(=O)N2OCC[C@H]2C=2C=NC(=C(C2)F)C)C)=N1 trans-[4-[(2,8-dimethyl-[1,2,4]triazolo[1,5-a]pyridin-6-yl)methyl]-1-methylcyclohexyl]-[(3S)-3-(5-fluoro-6-methylpyridin-3-yl)-1,2-oxazolidin-2-yl]methanone